(3,5-difluoro-pyridin-2-yl)-methanol FC=1C(=NC=C(C1)F)CO